2-(4-chlorobenzofuran-7-yl)acetonitrile ClC1=CC=C(C2=C1C=CO2)CC#N